BrC=1C=C(OC2=C(C(=O)N)C=CC=C2)C=CC1O 2-(3-bromo-4-hydroxyphenoxy)benzamide